4-(7-(8-ethyl-7-fluoro-3-(methoxymethoxy)naphthalen-1-yl)-8-fluoro-2-(((2R,7aS)-2-fluorotetrahydro-1H-pyrrolizin-7a(5H)-yl)methoxy)pyrido[4,3-d]pyrimidin-4-yl)-1,4-thiazepane C(C)C=1C(=CC=C2C=C(C=C(C12)C1=C(C=2N=C(N=C(C2C=N1)N1CCSCCC1)OC[C@]12CCCN2C[C@@H](C1)F)F)OCOC)F